FC1=CC=C(C=C1)C1(OC(=C(C1=O)O[Si](C)(C)C)N)C 2-(4-fluorophenyl)-2-methyl-4-trimethylsiloxy-5-amino-3(2H)-furanone